COCC1=CC=CC(=N1)CN1N=NC(=C1)C1=NC(=NC(=C1)C=1SC=C(N1)C)N 4-(1-{[6-(methoxymethyl)-2-pyridinyl]methyl}-1H-1,2,3-triazol-4-yl)-6-(4-methyl-1,3-thiazol-2-yl)-2-pyrimidinylamine